C(C)(C)C(C=C(C(=O)OCCC)C(=O)OCCC)CC di-n-propyl (2-isopropylbutylidene)malonate